C(C)N(CC)[Sn](C)(C)C diethylaminotrimethylstannane